C(C)(C)(C)OC(N[C@H]1[C@@H](CCCC1)O)=O (1R,2R)-2-Hydroxycyclohexylcarbamic acid tert-butyl ester